Di-tert-butyl 2-(1-(4-amino-2-chloropyridin-3-yl)-1-hydroxyethyl)succinate NC1=C(C(=NC=C1)Cl)C(C)(O)C(C(=O)OC(C)(C)C)CC(=O)OC(C)(C)C